C(C)(C)(C)OC(C\C=C\C=1C=NC(=CC1N)OC)=O.ClC1=C(OC2=NC=C(C=C2C(=O)NC=2CC(C=CC2)=NS(=O)(=O)C)C(F)(F)F)C=CC=C1 2-(2-chlorophenoxy)-N-[3-(methylsulfonylimino)phenyl]-5-(trifluoromethyl)pyridine-3-carboxamide Tert-butyl-(E)-4-(4-amino-6-methoxypyridin-3-yl)-3-butenoate